tert-Butyl 4-[4-[2-[acetyl(benzyl)amino]ethyl]benzoyl]piperazine-1-carboxylate C(C)(=O)N(CCC1=CC=C(C(=O)N2CCN(CC2)C(=O)OC(C)(C)C)C=C1)CC1=CC=CC=C1